tert-butyl (2-((7-amino-2-phenyl-1H-indol-5-yl)methoxy)ethyl)(2-hydroxyethyl)carbamate {tert-butyl (2-((7-amino-2-phenyl-1H-indol-5-yl)methoxy)ethyl)(2-hydroxyethyl)carbamate} C(C)(C)(C)C(CN(C(O)=O)CCOCC=1C=C2C=C(NC2=C(C1)N)C1=CC=CC=C1)O.NC=1C=C(C=C2C=C(NC12)C1=CC=CC=C1)COCCN(C(OC(C)(C)C)=O)CCO